acetyl acetate C(C)(=O)OC(C)=O